tert-butyl (6-((4-methyl-5-oxo-2-(1-((2-(trimethylsilyl)ethoxy)methyl)-1H-pyrazole-3-carbonyl)-4H-thiazolo[5',4':4,5]pyrrolo[2,3-d]pyridazin-6(5H)-yl)methyl)pyridin-2-yl)carbamate CN1C2=C(C3=C1C(N(N=C3)CC3=CC=CC(=N3)NC(OC(C)(C)C)=O)=O)SC(=N2)C(=O)C2=NN(C=C2)COCC[Si](C)(C)C